tert-butyl (R)-(3-((tert-butyldimethylsilyl)oxy)-4-oxo-4-(4-(5-(trifluoromethyl)pyrimidin-2-yl)piperazin-1-yl)butyl)carbamate [Si](C)(C)(C(C)(C)C)O[C@H](CCNC(OC(C)(C)C)=O)C(N1CCN(CC1)C1=NC=C(C=N1)C(F)(F)F)=O